N-[2,5-difluoro-4-(trifluoromethyl)phenyl]-5-[1-(2,2,2-trifluoroethyl)imidazol-2-yl]-1H-pyrrole-3-sulfonamide FC1=C(C=C(C(=C1)C(F)(F)F)F)NS(=O)(=O)C1=CNC(=C1)C=1N(C=CN1)CC(F)(F)F